C(C)(=O)N1CCC(CC1)N1N=CC(=C1C(=O)NC1=C(C=C(C=N1)C=1C=NC(=C(C1)Cl)OC)C)Cl 1-(1-acetylpiperidin-4-yl)-4-chloro-N-(5'-chloro-6'-methoxy-5-methyl-[3,3'-bipyridin]-6-yl)-1H-pyrazole-5-carboxamide